CN(C1=CC=C(C=C1)C1=NC2=C(N1)C=CC(=C2)C)C N,N-dimethyl-4-(5-methyl-1H-benzo[d]imidazol-2-yl)aniline